Methyl 6-(bicyclo[3.2.1]octan-3-yl)-5-oxo-6,7,8,9-tetrahydro-5H-benzo[7]annulene-2-carboxylate C12CC(CC(CC1)C2)C2C(C1=C(CCC2)C=C(C=C1)C(=O)OC)=O